C(#N)[C@@]1(O[C@H]([C@H]2[C@@H]1OC(O2)(C)C)C2=CC=C1C(=NC=NN12)NC(OC(C)(C)C)=O)CO tert-butyl (7-((3aS,4S,6R,6aS)-6-cyano-6-(hydroxymethyl)-2,2-dimethyltetrahydrofuro[3,4-d][1,3]dioxol-4-yl)pyrrolo[2,1-f][1,2,4]triazin-4-yl)carbamate